F[C@H]1CN(CC[C@H]1OC)C1=NC=CC(=N1)NC=1N=CC2=C(C=C(C(=C2C1)C(C)C)[C@H]1N(CCCC1)C(C=C)=O)N1CC(C1)CS(=O)(=O)C 1-((S)-2-(3-((2-((3S,4R)-3-fluoro-4-methoxypiperidin-1-yl)pyrimidin-4-yl)amino)-5-isopropyl-8-(3-((methylsulfonyl)methyl)azetidin-1-yl)isoquinolin-6-yl)piperidin-1-yl)prop-2-en-1-one